1-(2-(Benzhydrylamino)-3-methylphenyl)cyclopropan-1-ol isobutyl-2-isopropyl-4-(cyclohexyl(ethoxycarbonyl)amino)-5-methylhexanoate C(C(C)C)C(C(=O)OC1(CC1)C1=C(C(=CC=C1)C)NC(C1=CC=CC=C1)C1=CC=CC=C1)(CC(C(C)C)N(C(=O)OCC)C1CCCCC1)C(C)C